C1(=CC=CC=C1)CCCCCl 1-phenyl-4-chlorobutane